4-methoxy-3,4,6,7,8,9-hexahydropyrimido[5,4-b]indolizine COC1NC=NC2=C1C=C1CCCCN21